NC(C(C=1N=NC(=CC1)Cl)C=1C=C(C(=O)O)C=CC1Cl)=O 3-(2-amino-1-(6-chloropyridazin-3-yl)-2-oxoethyl)-4-chlorobenzoic acid